1-bromo-4-(methoxymethyl)benzene aluminum(III) [Al+3].BrC1=CC=C(C=C1)COC